N[C@H]1CN(CCC1)C(=O)C=1C=C(C=2N(C1)N=C(C2C)C=2N(C1=C(C=CC=C1C2)C2CN(C2)C(=O)C2CCC(CC2)O)CC2CC2)OC ((R)-3-Aminopiperidin-1-yl)(2-(1-(cyclopropylmethyl)-7-(1-((1r,4r)-4-hydroxycyclohexane-1-carbonyl)azetidin-3-yl)-1H-indol-2-yl)-4-methoxy-3-methylpyrazolo[1,5-a]pyridin-6-yl)methanone